N-tert-butyl-5-nitro-3,4-dihydroquinoline-1(2H)-sulphonamide C(C)(C)(C)NS(=O)(=O)N1CCCC2=C(C=CC=C12)[N+](=O)[O-]